(S)-N-((R)-2-hydroxypropyl)-4-((8-methoxy-1,7-naphthyridin-4-yl)amino)benzenesulfonimidamide O[C@@H](CN[S@@](=O)(=N)C1=CC=C(C=C1)NC1=CC=NC2=C(N=CC=C12)OC)C